N-(2-Cyclopropylethyl)-4-(3-methyl-2-oxo-1,3-benzoxazol-6-yl)piperidine-1-carboxamide C1(CC1)CCNC(=O)N1CCC(CC1)C1=CC2=C(N(C(O2)=O)C)C=C1